1-butyl hydrogen maleate C(\C=C/C(=O)O)(=O)OCCCC